FC1(CCN(CC1)C1=NC(=CC2=C1COC2(C)CC)NC(C2=C(C=C(C=C2)NS(=O)(=O)CCO)N2CCC1(CC1)CC2)=O)F N-(4-(4,4-difluoropiperidin-1-yl)-1-ethyl-1-methyl-1,3-dihydrofuro[3,4-c]pyridin-6-yl)-4-(2-hydroxyethylsulfonamido)-2-(6-azaspiro[2.5]octan-6-yl)benzamide